4-((Methylsulfonyl)oxy)piperidine-1-carboxylic acid tert-butyl ester C(C)(C)(C)OC(=O)N1CCC(CC1)OS(=O)(=O)C